(S)-3-((3-(ethoxymethyl)-3-(2-(thiophen-3-yl)ethyl)pyrrolidin-1-yl)methyl)-2,6-dimethylpyridine C(C)OC[C@@]1(CN(CC1)CC=1C(=NC(=CC1)C)C)CCC1=CSC=C1